tert-butyl [4-({2,3,5-trifluoro-4-[(4-methoxyphenyl)methoxy]benzamido}methyl)bicyclo[2.2.2]octan-1-yl]carbamate FC1=C(C(=O)NCC23CCC(CC2)(CC3)NC(OC(C)(C)C)=O)C=C(C(=C1F)OCC1=CC=C(C=C1)OC)F